5-Bromo-2-(trifluoromethoxy)aniline BrC=1C=CC(=C(N)C1)OC(F)(F)F